8-amino-1,4-dioxaspiro[4.5]decane-8-carbonitrile NC1(CCC2(OCCO2)CC1)C#N